5-(2-(phenylmethyloxy)-1-(3,5-difluorophenyl)ethyl)-1H-indazol-3-amine C1(=CC=CC=C1)COCC(C1=CC(=CC(=C1)F)F)C=1C=C2C(=NNC2=CC1)N